3-(difluoromethyl)-5-fluoro-N-(2-isopropylbenzyl)-1-methyl-1H-pyrazole-4-carboxamide FC(C1=NN(C(=C1C(=O)NCC1=C(C=CC=C1)C(C)C)F)C)F